4-(2-chloro-3-(9-(5-chloro-2-fluorobenzyl)-6-(1-methylcyclopropoxy)-9H-purin-8-yl)phenoxy)-3-methylbutanoic acid ClC1=C(OCC(CC(=O)O)C)C=CC=C1C=1N(C2=NC=NC(=C2N1)OC1(CC1)C)CC1=C(C=CC(=C1)Cl)F